trans-4-(Cyclohexanecarboxamido)-N-(3-(1-isopropyl-1H-pyrazol-4-yl)phenyl)-N-((trans-4-(4-methoxy-3-methylphenyl)cyclohexyl)methyl)cyclohexanecarboxamide C1(CCCCC1)C(=O)N[C@@H]1CC[C@H](CC1)C(=O)N(C[C@@H]1CC[C@H](CC1)C1=CC(=C(C=C1)OC)C)C1=CC(=CC=C1)C=1C=NN(C1)C(C)C